N-[5-(2-cyanocyclopropyl)-4,6-dimethoxy-pyrimidin-2-yl]-6-methyl-7-(triazol-2-yl)-1H-indole-3-sulfonamide C(#N)C1C(C1)C=1C(=NC(=NC1OC)NS(=O)(=O)C1=CNC2=C(C(=CC=C12)C)N1N=CC=N1)OC